benzyl-(4-nitrobenzene) carbonate C(O)(O)=O.C(C1=CC=CC=C1)C1=CC=C(C=C1)[N+](=O)[O-]